CC1=NN(C(=C1C=1C=NN2C1C=C(C=C2)C=2SC(=C(N2)OCC)C(=O)OCC)C)CC(F)(F)F ethyl 2-[3-[3,5-dimethyl-1-(2,2,2-trifluoroethyl)pyrazol-4-yl]pyrazolo[1,5-a]pyridin-5-yl]-4-ethoxy-thiazole-5-carboxylate